5,5,8,8-tetramethyl-5,6,7,8-tetrahydro-1H-cyclopenta[Jb]naphthalene CC1(C=C2C=CC3CC2(CC1)CC3(C)C)C